C(C)(C)(C)C1=C(C=C(C=C1)NC1=CC=C(CN(C(=O)C2(CCOCC2)C)O)C=C1)F N-(4-((4-(tert-butyl)-3-fluorophenyl)amino)benzyl)-N-hydroxy-4-methyltetrahydro-2H-pyran-4-carboxamide